3-((3H-diazirin-3-yl)methyl)-1H-indole N1=NC1CC1=CNC2=CC=CC=C12